3-(2-(4-((2-(4-(1-(azetidin-3-ylmethyl)azetidin-3-yl)piperazin-1-yl)Pyrimidin-4-yl)methoxy)phenyl)propan-2-yl)-5-chlorobenzonitrile N1CC(C1)CN1CC(C1)N1CCN(CC1)C1=NC=CC(=N1)COC1=CC=C(C=C1)C(C)(C)C=1C=C(C#N)C=C(C1)Cl